NN1C=NC(=C2N3C(N=C12)N(C(N3C)=O)CCN3CCN(CC3)CCCC)C=3OC=CC3 5-Amino-3-[2-(4-butylpiperazin-1-yl)ethyl]-8-(2-furyl)-1-methyl-[1,2,4]triazolo[5,1-f]purin-2-one